CNC(OC1CCC(CC1)C(N(CC12CCC(CC1)(CC2)C2=CC(=C(C=C2)OC)C)C2=NC=CC(=C2)C=2C=NN(C2)C(C)C)=O)=O 4-((4-(1-Isopropyl-1H-pyrazol-4-yl)pyridin-2-yl)((4-(4-methoxy-3-methylphenyl)bicyclo[2.2.2]octan-1-yl)methyl) carbamoyl)cyclohexyl trans-methylcarbamate